2-oxo-2,3-dihydro-1H-indole-6-carboxylic acid methyl ester phosphate P(=O)(O)(O)O.COC(=O)C1=CC=C2CC(NC2=C1)=O